C(C=C)(=O)O.C1(CCCCCCCCC1)CO.C1(CCCCCCCCC1)CO.C1(CCCCCCCCC1)CO Tricyclodecanemethanol Acrylate